NC1=NC=C(C2=C1C(=C(S2)C2=C(C=C(C=C2)NC(C(=C)C)=O)C)C2=CC=C(C=C2)OC2=NC=CC(=N2)C)C=2C=NN(C2)C(F)F N-(4-(4-amino-7-(1-(difluoromethyl)-1H-pyrazol-4-yl)-3-(4-((4-methylpyrimidin-2-yl)oxy)phenyl)thieno[3,2-c]pyridin-2-yl)-3-methylphenyl)methacrylamide